COC1=NC=C(C(=C1)OC=1C(=NC(=NC1)N)N)C1=CC=CC=C1 5-((2-methoxy-5-phenyl-pyridin-4-yl)oxy)pyrimidine-2,4-diamine